C(CCCCCCC)N(CCCCCCCC)CCCCCCCCCC N,N-dioctyl-decylamine